C1(C=2C(C(=O)OCC(C)(C)N=NC(CO1)(C)C)=CC=CC2)=O azo-bis(tert-butyl) phthalate